ClC1=CC=C(C(=N1)C(=O)N)O[C@H](C)C=1C=C(C=C2C(C(=C(OC12)C=1C=CC=2N(C1)C=NC2)C)=O)C 6-Chloro-3-[(1R)-1-(2-imidazo[1,5-a]pyridin-6-yl-3,6-dimethyl-4-oxo-chromen-8-yl)ethoxy]pyridine-2-carboxamide